ethyl (8S)-1-(benzo[d]isothiazole-3-carboxamido)-8-(2-chloro-5-fluorophenyl)-6-oxo-5-(piperazin-1-ylmethyl)-5,6,7,8-tetrahydroimidazo[1,5-a]pyrazine-3-carboxylate S1N=C(C2=C1C=CC=C2)C(=O)NC=2N=C(N1C2[C@@H](NC(C1CN1CCNCC1)=O)C1=C(C=CC(=C1)F)Cl)C(=O)OCC